O[C@@H]1[C@H](CCCC1)NCC=1C=C2CN(C(C2=CC1)=O)C1C(NC(CC1)=O)=O 3-(5-((((1S,2S)-2-hydroxycyclohexyl)amino)methyl)-1-oxoisoindolin-2-yl)piperidine-2,6-dione